(S)-1'-(8-((2-amino-3-chloropyridin-4-yl)thio)-7-methylimidazo[1,2-c]pyrimidin-5-yl)-6-methoxy-1,3-dihydrospiro[indene-2,4'-piperidine]-1-amine NC1=NC=CC(=C1Cl)SC=1C=2N(C(=NC1C)N1CCC3(CC1)[C@@H](C1=CC(=CC=C1C3)OC)N)C=CN2